7-(tert-butyl)-2-(2,4-dimethoxyphenyl)-5-hydroxybenzofuran-3-carboxylic acid ethyl ester C(C)OC(=O)C1=C(OC2=C1C=C(C=C2C(C)(C)C)O)C2=C(C=C(C=C2)OC)OC